1-(4-nitrophenylmethyleneamino)piperazine-2,5-dione [N+](=O)([O-])C1=CC=C(C=C1)C=NN1C(CNC(C1)=O)=O